C(C)(C)(C)OC(=O)N[C@H](CNC=1C=C2C(C(=CNC2=CC1)C(=O)OCC)=O)C (S)-ethyl 6-((2-((tert-butoxycarbonyl)amino)propyl)amino)-4-oxo-1,4-dihydroquinoline-3-carboxylate